C1(=CC=C(C=C1)O)O Benzene-1,4-diol